sodium manganese edetate C(N(CC(=O)[O-])CC(=O)O)CN(CC(=O)[O-])CC(=O)[O-].[Mn+2].[Na+]